CN1C(=NN=C1C=1C=NN(C1C1=CC(=CC=C1)[N+](=O)[O-])C)S 4-methyl-5-(1-methyl-5-(3-nitrophenyl)-1H-pyrazol-4-yl)-4H-1,2,4-triazole-3-thiol